Hydroxyprolyl-Proline N1[C@@H](C[C@@H](O)C1)C(=O)N1[C@@H](CCC1)C(=O)O